CN1CCN(CC1)CCOC1=CC=C(C=C1)CC(=O)O [4-[2-(4-methylpiperazin-1-yl)ethoxy]phenyl]acetic acid